3-[(5-chloro-1H-indol-2-yl)methyl]-1-[1-(1,3-dimethyl-1H-pyrazole-5-carbonyl)piperidin-3-yl]-1-methylurea ClC=1C=C2C=C(NC2=CC1)CNC(N(C)C1CN(CCC1)C(=O)C1=CC(=NN1C)C)=O